N-(2-(3-fluoro-4-(4,4,5,5-tetramethyl-1,3,2-dioxaborolan-2-yl)benzamido)ethyl)-N-(3-fluoro-4-(4,4,5,5-tetramethyl-1,3,2-dioxaborolan-2-yl)benzoyl)glycine FC=1C=C(C(=O)NCCN(CC(=O)O)C(C2=CC(=C(C=C2)B2OC(C(O2)(C)C)(C)C)F)=O)C=CC1B1OC(C(O1)(C)C)(C)C